2-(2-((tert-butyldiphenylsilyl)oxy)ethoxy)ethanol [Si](C1=CC=CC=C1)(C1=CC=CC=C1)(C(C)(C)C)OCCOCCO